ClC=1C=CC2=C(CC(CC=3N2C(=NN3)[C@@H]3CC[C@H](CC3)OC3=NC=CC=C3)NC)C1 8-chloro-N-methyl-1-[trans-4-(pyridin-2-yloxy)cyclohexyl]-5,6-dihydro-4H-[1,2,4]triazolo[4,3-a][1]benzazepin-5-amine